FC1=CC=C(C=C1)C#CC1=CC=C(C(=O)NC[C@@H]2COCCC2)C=C1 (R)-4-((4-fluorophenyl)ethynyl)-N-((tetrahydro-2H-pyran-3-yl)methyl)benzamide